CO[C@@H]1C[C@@H]2CC(CN2C1)=C (2r,7as)-2-methoxy-6-methylenetetrahydro-1H-pyrrolizin